N-methyl-N-[1-(2-pyrimidin-2-yl-5-vinyl-1,2,4-triazol-3-yl)ethyl]-3,5-bis(trifluoromethyl)benzamide CN(C(C1=CC(=CC(=C1)C(F)(F)F)C(F)(F)F)=O)C(C)C=1N(N=C(N1)C=C)C1=NC=CC=N1